FC=1C(=NC(=NC1)NC1=C(C(=CC=C1)S(=O)(=O)C)F)C1=CN(C2=C(C=CC=C12)[N+](=O)[O-])S(=O)(=O)C1=CC=C(C)C=C1 5-fluoro-N-(2-fluoro-3-(methylsulfonyl)phenyl)-4-(7-nitro-1-tosyl-1H-indol-3-yl)pyrimidin-2-amine